COCCOC1(CCC(CC1)C12CC(CC(CC1)N2)C(=O)N)C(F)(F)F [(1s,4s)-4-(2-methoxyethoxy)-4-(trifluoromethyl)cyclohexyl]-8-azabicyclo[3.2.1]octane-3-carboxamide